6-fluoro-7-(1-(4-(2-fluoro-6-(methylcarbamoyl)pyridin-3-yl)piperazin-1-yl)ethyl)-3-methylpyrazolo[1,5-a]quinoxalin-4(5H)-one FC1=C2NC(C=3N(C2=CC=C1C(C)N1CCN(CC1)C=1C(=NC(=CC1)C(NC)=O)F)N=CC3C)=O